methyl 5-(3,5-difluoropyridin-2-yl)-1-methyl-1H-pyrrole-3-carboxylate FC=1C(=NC=C(C1)F)C1=CC(=CN1C)C(=O)OC